CS(=O)(=O)N1C[C@@H](CCC1)NC1=CC=C2C(NC(=NC2=C1)CSC1CCNCC1)=O (R)-7-((1-(Methylsulfonyl)piperidin-3-yl)amino)-2-((piperidin-4-ylthio)methyl)quinazolin-4(3H)-one